6-(methoxy-d3)-2,2-dimethyl-2,3-dihydrobenzofuran-7-sulfinic acid C(OC1=C(C2=C(CC(O2)(C)C)C=C1)S(=O)O)([2H])([2H])[2H]